FC=1C(=CC(=C2C(N(C(NC12)=O)C)=O)OC)CN1CCN(CC1)C=1C=CC(=NC1C)C(=O)NC 5-(4-((8-fluoro-5-methoxy-3-methyl-2,4-dioxo-1,2,3,4-tetrahydroquinazolin-7-yl)methyl)piperazin-1-yl)-N,6-dimethylpyridineamide